N-(4-(7-((1-ethylpiperidin-4-yl)methoxy)-6-methoxyquinazolin-4-yl)phenyl)-1-(4-fluorophenyl)cyclopropane-1-carboxamide C(C)N1CCC(CC1)COC1=C(C=C2C(=NC=NC2=C1)C1=CC=C(C=C1)NC(=O)C1(CC1)C1=CC=C(C=C1)F)OC